(E)-N'-(8-bromo-6-iodo-3-methylcinnolin-5-yl)-N,N-dimethylmethanimidamide BrC=1C=C(C(=C2C=C(N=NC12)C)/N=C/N(C)C)I